ClC=1C(=NC=C(C1)OC(C)C)CNC(=O)[C@H]1CCN(C2(CC2)C1)C(=O)C1=NNC(=C1)C1=CC(=NC=C1F)OC (S)-N-((3-chloro-5-isopropoxypyridin-2-yl)methyl)-4-(5-(5-fluoro-2-methoxypyridin-4-yl)-1H-pyrazole-3-carbonyl)-4-azaspiro[2.5]octane-7-carboxamide